ethyl 5a-methyl-1,4,4a,5,5a,6-hexahydrocyclopropa[f]indazole-3-carboxylate CC12C(CC=3C(=NNC3C1)C(=O)OCC)C2